Zinc Di-(Butyryl Valinate) C(CCC)(=O)N[C@@H](C(C)C)C(=O)[O-].C(CCC)(=O)N[C@@H](C(C)C)C(=O)[O-].[Zn+2]